N-(1-Cyano-1-methyl-ethyl)-4-[[2-[2-fluoro-5-hydroxy-4-(1-hydroxy-1-methyl-ethyl)phenyl]acetyl]amino]pyridine-2-carboxamide C(#N)C(C)(C)NC(=O)C1=NC=CC(=C1)NC(CC1=C(C=C(C(=C1)O)C(C)(C)O)F)=O